COC1=NC=CC(=C1)C1=CC=C(C(=C1NC(=O)N=[S@@](=O)(N)C=1C=NN2C1OCCC2)C)C(F)(F)F (S)-N'-((6-(2-methoxypyridin-4-yl)-2-methyl-3-(trifluoromethyl)phenyl)carbamoyl)-6,7-dihydro-5H-pyrazolo[5,1-b][1,3]oxazine-3-sulfonimidamide